dimethyl 3-methylpentenedioate CC(=CC(=O)OC)CC(=O)OC